COC(CCCC(=O)[O-])=O MONOMETHYLGLUTARATE